BrC=1C=C(C#N)C=C(C1)Br 3,5-dibromo-benzonitrile